3-chloro-4-[(3,5-difluoropyridin-2-yl)methoxy]-2'-{2-[(1-hydroxycyclopropyl)methyl]pyrimidin-4-yl}-5',6-dimethyl-[1,4'-bipyridin]-2-one ClC=1C(N(C(=CC1OCC1=NC=C(C=C1F)F)C)C1=CC(=NC=C1C)C1=NC(=NC=C1)CC1(CC1)O)=O